ClC1=CC2=C(N(C(N2CCN2CCOCC2)=O)C2CCN(CC2)CC2=CC=C(C=C2)Cl)C=C1Cl 5,6-dichloro-1-(1-(4-chlorophenylmethyl)piperidin-4-yl)-3-(2-morpholinoethyl)-1,3-dihydro-2H-benzo[d]imidazol-2-one